NC=1N=C(SC1C(=O)C=1C=NC(=CC1)OC(F)F)NC1=CC(=C(C=C1)OC(F)(F)F)F {4-amino-2-[3-fluoro-4-(trifluoromethoxy)anilino]-1,3-thiazol-5-yl}[6-(difluoromethoxy)pyridin-3-yl]methanone